ClC1=C(C=CC=C1COC1=NC(=C(C(=N1)OC)CN1C(=CC(=C1)O)C(=O)O)OC)C1=CC=CC=C1 (2s,4r)-1-((2-((2-chloro-[1,1'-biphenyl]-3-yl)methoxy)-4,6-dimethoxypyrimidin-5-yl)methyl)-4-hydroxypyrrole-2-carboxylic acid